(2S)-5,5-dimethyl-2-{[(quinolin-3-yl)methyl]amino}hexanoic acid CC(CC[C@@H](C(=O)O)NCC=1C=NC2=CC=CC=C2C1)(C)C